N-(2,4,5-trifluorophenyl)pivalamide FC1=C(C=C(C(=C1)F)F)NC(C(C)(C)C)=O